NCCCNCCNCCCN 1,2-Bis(3-aminopropylamino)ethane